BrC=1N(C(=CN1)SCC)C 2-Bromo-5-(ethylsulfanyl)-1-methyl-1H-imidazol